The molecule is an oxo dicarboxylic acid that is adipic acid which is substituted by a chloro group at position 2 and by an oxo group at position 3. It has a role as a bacterial metabolite. It is an organochlorine compound and an oxo dicarboxylic acid. It derives from an adipic acid. It is a conjugate acid of a 2-chloro-3-oxoadipate. C(CC(=O)O)C(=O)C(C(=O)O)Cl